C(C)(C)(C)OC(=O)N1[C@H]2CN([C@@H](C1)C2)C2=C(C(=CC=C2)F)NC(=O)N2CCC(CC2)(C)C2=NOC(=N2)C2CC2 (1R,4R)-5-(2-{[4-(5-cyclopropyl-1,2,4-oxadiazol-3-yl)-4-methylpiperidine-1-carbonyl]amino}-3-fluorophenyl)-2,5-diazabicyclo[2.2.1]heptane-2-carboxylic acid tert-butyl ester